Cl.Cl.CCCCCCCCCCCC dodecane dihydrochloride